C(C)N1CCN(C(C2=C1C=C(C=C2)C(=O)N2CCC1(CC(C1)=O)CC2)=O)C[C@H]([C@H]2NCC1=CC=CC=C1C2)O 1-ethyl-4-((R)-2-hydroxy-2-((S)-1,2,3,4-tetrahydroisoquinolin-3-yl)ethyl)-8-(2-oxo-7-azaspiro[3.5]nonane-7-carbonyl)-1,2,3,4-tetrahydro-5H-benzo[e][1,4]diazepin-5-one